phosphainine (phosphate) P(=O)(O)(O)O.P1=CC=CC=C1